2-[5-[[5-chloro-4-[3-(1-piperidyl)phenyl]pyrimidin-2-yl]amino]-3-pyridyl]-2,8-diazaspiro[4.5]decan-1-one ClC=1C(=NC(=NC1)NC=1C=C(C=NC1)N1C(C2(CC1)CCNCC2)=O)C2=CC(=CC=C2)N2CCCCC2